N-(methyl-d3)-4-((6-(pyrrolidin-1-yl)-[1,2,4]triazolo[1,5-a]pyridin-2-yl)amino)pyridazine-3-carboxamide C(NC(=O)C=1N=NC=CC1NC1=NN2C(C=CC(=C2)N2CCCC2)=N1)([2H])([2H])[2H]